FC=1C(=NC(=NC1)NC1=CC=C(C=C1)N)C=1C=C(C2=C(N(CCO2)C(C)C)C1)F N1-[5-fluoro-4-(8-fluoro-4-isopropyl-2,3-dihydro-1,4-benzoxazin-6-yl)pyrimidin-2-yl]benzene-1,4-diamine